OC=1C=C(C=CC1OC)/C=C/C(=O)OCCC1=CC=CC=C1 (E)-phenethyl 3-(3-hydroxy-4-methoxyphenyl)acrylate